((4R)-4-((3R,10S,12S,13R)-3,12-Dihydroxy-10,13-dimethylhexadecahydro-1H-cyclopenta[a]phenanthren-17-yl)pentanoyl)glycine O[C@@H]1CC[C@@]2(C3C[C@@H]([C@@]4(C(CCC4C3CCC2C1)[C@@H](CCC(=O)NCC(=O)O)C)C)O)C